2-(1-(6,7-Dimethoxyquinazolin-4-yl)piperidin-4-yl)ethan-1-ol COC=1C=C2C(=NC=NC2=CC1OC)N1CCC(CC1)CCO